1,3,5-tri(2-bromoethyl)-1,3,5-triazacyclohexane-2,4,6-trione BrCCN1C(N(C(N(C1=O)CCBr)=O)CCBr)=O